C(#N)C=1C(=NC=C(C1)F)OCC1=NC=CC(=N1)O[C@@H]1C[C@@H](N(CC1)CC1=NC2=C(N1C[C@H]1OCC1)C=C(C=C2F)C(=O)O)C (((2S,4S)-4-((2-(((3-cyano-5-fluoropyridin-2-yl)oxy)methyl)pyrimidin-4-yl)oxy)-2-methylpiperidin-1-yl)methyl)-4-fluoro-1-(((S)-oxetan-2-yl)methyl)-1H-benzo[d]imidazole-6-carboxylic acid